N4-(1H-indazol-6-yl)-5-methoxy-N2-(4-(4-methylpiperazine-1-yl)phenyl)pyrimidine-2,4-diamine N1N=CC2=CC=C(C=C12)NC1=NC(=NC=C1OC)NC1=CC=C(C=C1)N1CCN(CC1)C